F.ClC=1C(=C(N)C=CC1)C 3-chloro-2-methylaniline hydrogen fluoride salt